(S)-[(2S,6S)-6-propyl-2-piperidyl](m-hydroxyphenyl)methanol C(CC)[C@H]1CCC[C@H](N1)[C@@H](O)C1=CC(=CC=C1)O